[Si](C)(C)(C(C)(C)C)OCC1OCCN(C1)C1=CC=C(C=C1)C=1C=C(C2=CN(N=C2C1Cl)C(C(=O)OCC)C1=C2N(C=N1)C[C@@H](C2)F)Cl rac-Ethyl 2-(6-(4-(2-(((tert-butyldimethylsilyl)oxy)methyl)morpholino)phenyl)-4,7-dichloro-2H-indazol-2-yl)-2-((R)-6-fluoro-6,7-dihydro-5H-pyrrolo[1,2-c]imidazol-1-yl)acetate